BrC=1C=NC=C(C1)SC1CC1 3-Bromo-5-(cyclopropylsulfanyl)pyridine